OCCCCCC(=O)[O-].[Al+3].OCCCCCC(=O)[O-].OCCCCCC(=O)[O-] aluminum 6-hydroxyhexanoate